3-(2,3-difluorophenyl)-6-fluoro-3,4-dihydroquinazolin-2(1H)-one FC1=C(C=CC=C1F)N1C(NC2=CC=C(C=C2C1)F)=O